6-bromo-8-chloro-spiro[2H-imidazo[1,5-a]pyridine-3,1'-cyclopentane]-1,5-dione BrC1=CC(=C2N(C1=O)C1(CCCC1)NC2=O)Cl